(3-{[5-(benzoyloxy)pentyl]oxy}propoxy)acetic acid C(C1=CC=CC=C1)(=O)OCCCCCOCCCOCC(=O)O